C(CCCCCCCCCCC)C(C(=O)[O-])(C(=O)[O-])CCCCCCCCCCCC.[K+].[Li+] lithium potassium 2,2-didodecylmalonate